C(C)OC(C(C(=O)C=1OC=C(C1)C1=CN(C2=C(C=CC=C12)F)C(=O)OC(C)(C)C)(F)F)=O 2,2-difluoro-3-(4-(1-Boc-7-fluoro-1H-indol-3-yl)furan-2-yl)-3-oxopropanoic acid ethyl ester